(3S,5S)-5-(2-{[(1R,2R)-2-hydroxycyclohexyl]amino}pyrimidin-5-yl)oxolan-3-yl N-isopropylcarbamate C(C)(C)NC(O[C@@H]1CO[C@@H](C1)C=1C=NC(=NC1)N[C@H]1[C@@H](CCCC1)O)=O